4-(3,6-diazabicyclo[3.1.1]heptane-3-yl)-2-(2,6-dioxopiperidin-3-yl)-6-fluoroisoindoline C12CN(CC(N1)C2)C2=C1CN(CC1=CC(=C2)F)C2C(NC(CC2)=O)=O